C(C)(C)(C)OC(NC1CC(C2=C(N(C1=O)C)C=CC=C2)=O)=O (1-methyl-2,5-dioxo-2,3,4,5-tetrahydro-1H-benzo[b]azepin-3-yl)carbamic acid tert-butyl ester